(phenylpropaneyl)benzene C1(=CC=CC=C1)CCCC1=CC=CC=C1